Tert-butyl (2-(2,3-dihydrobenzo[b]thiophen-5-yl)ethyl)carbamate S1C2=C(CC1)C=C(C=C2)CCNC(OC(C)(C)C)=O